(2-(anilino)pyrimidin-4-yl)methanone N(C1=CC=CC=C1)C1=NC=CC(=N1)C=O